C(C=C)(=O)OCCC[Si](OC)(OC)OC acryloxypropyl-tris(methoxy)silane